(2-chlorophenyl)ethylamine formic acid salt C(=O)O.ClC1=C(C=CC=C1)CCN